Cl.Cl.CN1C(CNCC1)CO (1-methylpiperazin-2-yl)methanol dihydrochloride